ClC1=NC(=NC=C1C1(CC1)C(=O)OCC)S(=O)(=O)C 2-Ethyl 1-(4-chloro-2-methylsulfonyl-pyrimidin-5-yl)cyclopropanecarboxylate